tert-butyl (2-cyano-2-((6-(methylsulfonyl)isoquinolin-4-yl)amino)ethyl)carbamate C(#N)C(CNC(OC(C)(C)C)=O)NC1=CN=CC2=CC=C(C=C12)S(=O)(=O)C